N1=CN(C=C1)C(=O)O Imidazole-3-carboxylic acid